methyl 3-fluoro-2-{[(3R,6R)-6-methyl-1-{[2-(2H-1,2,3-triazol-2-yl)phenyl]carbonyl}piperidin-3-yl]oxy}pyridine-4-carboxylate FC=1C(=NC=CC1C(=O)OC)O[C@H]1CN([C@@H](CC1)C)C(=O)C1=C(C=CC=C1)N1N=CC=N1